BrCC=1C=CC(=C(C1)N(C(C)=O)C)OC N-(5-(bromomethyl)-2-methoxyphenyl)-N-methylacetamide